C(C1=CC=CC=C1)OC(=O)N(C(C(=O)OC(C)(C)C)CCN1C(=NC2=C1C(=CC=C2)Br)C)C tert-butyl 2-[benzyloxycarbonyl(methyl)amino]-4-(7-bromo-2-methyl-benzimidazol-1-yl)butanoate